3-(3-((1-Aminocyclopentyl)methoxy)-4-cyano-5-(methylthio)phenyl)-6-(azetidin-1-yl)imidazo[1,2-a]pyridine-5-carbonitrile NC1(CCCC1)COC=1C=C(C=C(C1C#N)SC)C1=CN=C2N1C(=C(C=C2)N2CCC2)C#N